(R or S)-N-(5-(difluoromethyl)-2-vinylphenyl)-3-(3-fluoro-4-methylphenyl)-3-(1,2,4-thiadiazol-5-yl)pyrrolidine-1-carboxamide FC(C=1C=CC(=C(C1)NC(=O)N1C[C@](CC1)(C1=NC=NS1)C1=CC(=C(C=C1)C)F)C=C)F |o1:13|